2-oxabicyclo[2.2.2]octane-1-carboxylic acid methyl ester COC(=O)C12OCC(CC1)CC2